C(#N)/C(/C(=O)OCC)=C/NC=1C=CC=2N(C3=CC=CC=C3C2C1)CC ethyl (2Z)-2-cyano-3-[(9-ethyl-9H-carbazol-3-yl)amino]prop-2-enoate